C1(CC1)O[C@@H](C)C1=NC=CC(=C1)[C@H](C(F)F)OC1=NN(C2=NN=C(C=C21)C=2C(=NC(=NC2)OC(C)(C)C)OC(C)(C)C)C 3-[(1R)-1-[2-[(1S)-1-(cyclopropoxy)ethyl]-4-pyridyl]-2,2-difluoro-ethoxy]-5-(2,4-ditert-butoxypyrimidin-5-yl)-1-methyl-pyrazolo[3,4-c]pyridazine